1-methoxy-2-(((3Z,6Z)-nona-3,6-dien-1-yl)oxy)benzene COC1=C(C=CC=C1)OCC\C=C/C\C=C/CC